BrC1=C(C=C(C=C1)F)C(CCC=C)N 1-(2-bromo-5-fluorophenyl)pent-4-en-1-amine